C(C=C)(=O)OCCCC1(C(=O)O)C(C(=O)O)CCC=C1 acryloyloxypropyl-tetrahydrophthalic acid